(7R,8aS)-7-(2,3-dichloro-6-hydroxyphenyl)-2-[(1R,3R,4S)-rel-3,4-dihydroxycyclopentyl]-hexahydropyrrolo[1,2-a]pyrazin-4-one ClC1=C(C(=CC=C1Cl)O)[C@H]1C[C@@H]2N(C(CN(C2)C2C[C@H]([C@H](C2)O)O)=O)C1